CCNC1=NC(=NC(=N1)Cl)N(CC)CC CHLORTRIAZINE